FC=1C(=CC=C2C(=C(N=C(C12)O[C@H](C(=O)O)C)C(C)C)C1=CC=C(C=C1)F)O (2S)-2-[[8-fluoro-4-(4-fluorophenyl)-7-hydroxy-3-isopropyl-1-isoquinolinyl]oxy]propanoic acid